(2-amino-3-(3-(4-((6-fluoropyridin-2-yl) oxy) benzyl) isoxazol-5-yl) pyridin-1-ium-1-yl) methylphosphonate CP(O[N+]1=C(C(=CC=C1)C1=CC(=NO1)CC1=CC=C(C=C1)OC1=NC(=CC=C1)F)N)([O-])=O